2-[6-[4-(2,7-diazaspiro[3.4]octane-2-yl)phenyl]-4-fluoro-1-oxo-isoindolin-2-yl]-2-(6,7-dihydro-5H-pyrrolo[1,2-c]imidazol-1-yl)-N-thiazol-2-yl-acetamide trifluoroacetate FC(C(=O)O)(F)F.C1N(CC12CCNC2)C2=CC=C(C=C2)C2=CC(=C1CN(C(C1=C2)=O)C(C(=O)NC=2SC=CN2)C2=C1N(C=N2)CCC1)F